C(C)(C)(CCC)OOC(C1=CC=CC=C1)=O tert-Hexylperoxybenzoate